ClC1=C(C=CC=C1NC=1N=NC(=CC1)C1CC1)[C@@]1(CC(N(C(N1)=N)C1CCOCC1)=O)C (6S)-6-{2-Chloro-3-[(6-cyclopropylpyridazin-3-yl)amino]phenyl}-2-imino-6-methyl-3-(tetrahydropyran-4-yl)-hexahydropyrimidin-4-one